5-benzyl-N-(2-cyclopropyl-4-methyl-5-oxo-4,5,6,7,8,9-hexahydropyrazolo[1,5-a][1,3]diazocin-6-yl)-4H-1,2,4-triazole-3-carboxamide C(C1=CC=CC=C1)C=1NC(=NN1)C(=O)NC1C(N(C=2N(CCC1)N=C(C2)C2CC2)C)=O